N-(2-(3-(dimethylamino)-8-azabicyclo[3.2.1]octan-8-yl)pyrimidin-4-yl)-1H-indazol-5-amine CN(C1CC2CCC(C1)N2C2=NC=CC(=N2)NC=2C=C1C=NNC1=CC2)C